BrC=1C=C2C=C(C(N(C2=NC1)CC=1C=NC=CC1)=O)C(=O)NC1CC2(C1)CCC2 6-bromo-2-oxo-1-(pyridin-3-ylmethyl)-N-(spiro[3.3]hept-2-yl)-1,2-dihydro-1,8-naphthyridine-3-carboxamide